N,N-dimethyl-2-((methyldiphenylsilyl)oxy)ethan-1-amine CN(CCO[Si](C1=CC=CC=C1)(C1=CC=CC=C1)C)C